1-(2-{4-[(3R)-3-aminopyrrolidin-1-yl]butoxy}-5-chloropyridin-3-yl)-3-{2-chloro-7-cyclopropylpyrazolo[1,5-a]pyrimidin-6-yl}urea N[C@H]1CN(CC1)CCCCOC1=NC=C(C=C1NC(=O)NC=1C=NC=2N(C1C1CC1)N=C(C2)Cl)Cl